The molecule is an oxysterol that is cholesterol substituted by hydroxy groups at positions 17 and 20 (the 20R-stereoisomer). It has a role as a human metabolite and a mouse metabolite. It is a 17alpha-hydroxy steroid, a 20-hydroxy steroid, an oxysterol and a 3beta-hydroxy-Delta(5)-steroid. It derives from a cholesterol. CC(C)CCC[C@](C)([C@]1(CC[C@@H]2[C@@]1(CC[C@H]3[C@H]2CC=C4[C@@]3(CC[C@@H](C4)O)C)C)O)O